N-bromotert-butylsulfonamide BrNS(=O)(=O)C(C)(C)C